CNS(=O)(=O)Br N-methyl-bromosulfonamide